(2-nitrophenyl)(1-phenylimidazo[1,5-a]pyridin-3-yl)methanone [N+](=O)([O-])C1=C(C=CC=C1)C(=O)C1=NC(=C2N1C=CC=C2)C2=CC=CC=C2